NC1=C(C(=O)NC23CCC(CC2)(CC3)O)C=CC=N1 2-amino-N-(4-hydroxybicyclo[2.2.2]Oct-1-yl)nicotinamide